3-(1-chlorobutyl-1H-imidazol-4-yl)-N-methyl-1-(4-(trifluoromethyl)phenyl)-1H-indole-5-sulfonamide ClC(CCC)N1C=NC(=C1)C1=CN(C2=CC=C(C=C12)S(=O)(=O)NC)C1=CC=C(C=C1)C(F)(F)F